2-(2,6-dioxopiperidin-3-yl)-5-(2-(2-(6-(3-((5-(5-methyl-5H-pyrido[4,3-b]indol-7-yl)pyridin-2-yl)oxy)azetidine-1-carbonyl)-2-azaspiro[3.3]heptan-2-yl)ethoxy)ethoxy)isoindoline-1,3-dione O=C1NC(CCC1N1C(C2=CC=C(C=C2C1=O)OCCOCCN1CC2(C1)CC(C2)C(=O)N2CC(C2)OC2=NC=C(C=C2)C=2C=CC=1C3=C(N(C1C2)C)C=CN=C3)=O)=O